OC(C[N+](C)(C)C)C 2-hydroxypropyl-trimethyl-azanium